C(CCCCCCCCCCCCCCCCCCCCCCCCCCC)(=O)N[C@H](CO)[C@H](O)C(CCCCCCCCCCCCCC)O N-(octacosanoyl)-4R-hydroxysphinganine